2-(2-methoxy-1-phenylethyl)-6-(phenylsulfonyl)phthalazin-1(2H)-one COCC(C1=CC=CC=C1)N1C(C2=CC=C(C=C2C=N1)S(=O)(=O)C1=CC=CC=C1)=O